C(C)OC(=O)C1(CC1)[C@H]1CN(C(C1)=O)[C@H](C)C1=CC=C(C=C1)OC 1-((S)-1-((R)-1-(4-methoxyphenyl)ethyl)-5-oxopyrrolidin-3-yl)cyclopropane-1-carboxylic acid ethyl ester